O=C1N(C(C2=CC=CC=C12)=O)CCS(=O)(=O)Cl 2-(1,3-dioxo-2,3-dihydro-1H-isoindol-2-yl)ethane-1-sulfonyl chloride